1-(pyrimidin-5-yl)ethan-1-one N1=CN=CC(=C1)C(C)=O